CC1(OCCC(C1)NC=1N=NC(=C2C1C=NC=C2)C2=C(C=C(C=C2)C(F)(F)F)O)C (4-((2,2-dimethyltetrahydro-2H-pyran-4-yl)amino)pyrido[3,4-d]pyridazin-1-yl)-5-(trifluoromethyl)phenol